(1R,2S)-2-ALLYLCYCLOPENTANE-1-SULFONAMIDE C(C=C)[C@H]1[C@@H](CCC1)S(=O)(=O)N